2-[2-(6-cyano-pyridin-3-yl)-benzimidazol-1-yl]-2,N-dicyclohexyl-acetamide C(#N)C1=CC=C(C=N1)C1=NC2=C(N1C(C(=O)NC1CCCCC1)C1CCCCC1)C=CC=C2